2'-amino-N-(5-chloro-6-(2H-1,2,3-triazol-2-yl)pyridin-3-yl)-4'-fluoro-5-methyl-2-(prop-1-yn-1-yl)-[1,1'-biphenyl]-4-carboxamide NC1=C(C=CC(=C1)F)C1=C(C=C(C(=C1)C)C(=O)NC=1C=NC(=C(C1)Cl)N1N=CC=N1)C#CC